N1(CCNCC1)CCN(CCCCCCC(C(=O)O)(CCCCCCCC)CCCCCC)CCCCCCC(C(=O)O)(CCCCCCCC)CCCCCC.C1(C=2C(C(N1CC(CCC)=O)=O)=CC=CC2)=O phthalimidopentanone ((2-(piperazin-1-yl)ethyl)azanediyl)bis(hexane-6,1-diyl)bis(2-hexyldecanoate)